FC=1C=C(C=C(C1)F)[C@@H]1N(C[C@H](C1)F)C1=NC=NC2=CC(=CC=C12)C=1C=NN(C1)C 4-((2R,4S)-2-(3,5-difluorophenyl)-4-fluoropyrrolidin-1-yl)-7-(1-methyl-1H-pyrazol-4-yl)quinazoline